(R)-2-(4-(t-butoxycarbonyl)morpholin-2-yl)acetic acid C(C)(C)(C)OC(=O)N1C[C@H](OCC1)CC(=O)O